CNC(C(CC[C@@H](C(=O)NC=1C(N(C=CC1)CC(N[C@H]1[C@@]2(CC[C@H](C1)C2(C)C)C)=O)=O)NC(=O)C=2OC1=C(C2C)C=CC=C1)=O)=O (S)-N1-methyl-5-(3-methylbenzofuran-2-carboxamido)-2-oxo-N6-(2-oxo-1-(2-oxo-2-((1R,2R,4R)-1,7,7-trimethylbicyclo[2.2.1]heptan-2-ylamino)ethyl)-1,2-dihydropyridin-3-yl)hexanediamide